[C@H]12CN(C[C@H](CC1)N2)C=2C1=C(N=C(N2)OC[C@]23CCCN3C[C@@H](C2)F)C(=C(N=C1)C1=CC(=CC2=C(C=C(C(=C12)F)F)F)O)F 4-(4-((1R,5S)-3,8-diazabicyclo[3.2.1]octan-3-yl)-8-fluoro-2-(((2R,7aS)-2-fluorotetrahydro-1H-pyrrolizin-7a(5H)-yl)methoxy)pyrido[4,3-d]pyrimidin-7-yl)-5,6,8-trifluoronaphthalen-2-ol